C(C)(C)(C)OC(=O)N1CCN(CC1)C1=NC(=CC(=C1)C=1C(=C(C=CC1)C1=CC(=C(C=C1)N1C(N(CC1)C)=O)Cl)OC)NC(C)=O 4-(6-acetamido-4-(3'-chloro-2-methoxy-4'-(3-methyl-2-oxoimidazolidin-1-yl)-[1,1'-biphenyl]-3-yl)pyridin-2-yl)piperazine-1-carboxylic acid tert-butyl ester